N-(4-(8-amino-3-isopropyl-5-(4-(methylamino)cyclohex-1-en-1-yl)imidazo[1,5-a]pyrazin-1-yl)-3-fluorophenyl)-1-(2-fluorophenyl)methanesulfonamide NC=1C=2N(C(=CN1)C1=CCC(CC1)NC)C(=NC2C2=C(C=C(C=C2)NS(=O)(=O)CC2=C(C=CC=C2)F)F)C(C)C